Decalindimethanol C1(CCCC2CCCCC12)(CO)CO